2-(((Methylsulfonyl)oxy)methyl)-3H-imidazo[4,5-b]pyridine CS(=O)(=O)OCC1=NC=2C(=NC=CC2)N1